(S)-3-(4-bromophenyl)-2-(1,3-dioxoisoindolin-2-yl)-2-methylpropanoic acid methyl ester COC([C@@](CC1=CC=C(C=C1)Br)(C)N1C(C2=CC=CC=C2C1=O)=O)=O